C1NCC2C1CC(C2)O octahydrocyclopenta[c]pyrrole-5-ol